1,3-bis(1,1,3,3-tetramethylbutyl)imidazolium acetate C(C)(=O)[O-].CC(CC(C)(C)C)(C)N1C=[N+](C=C1)C(CC(C)(C)C)(C)C